6-(4-((8-azaspiro[4.5]decan-8-yl)methyl)benzyl)-2-oxobenzo[cd]indol C1CCCC12CCN(CC2)CC2=CC=C(CC=1C=3C4=C(C(NC4=CC1)=O)C=CC3)C=C2